5-(((1R,1aS,6bR)-1-(6-(trifluoromethyl)-1H-benzo[d]imidazol-2-yl)-1a,6b-dihydro-1H-cyclopropa[b]benzofuran-5-yl)oxy)-3,4-dihydro-1,8-naphthyridin-2(1H)-one sesqui-maleate salt C(\C=C/C(=O)O)(=O)O.FC(C=1C=CC2=C(NC(=N2)[C@@H]2[C@H]3OC4=C([C@H]32)C=C(C=C4)OC4=C3CCC(NC3=NC=C4)=O)C1)(F)F.C(\C=C/C(=O)O)(=O)O.C(\C=C/C(=O)O)(=O)O.FC(F)(F)C=1C=CC4=C(NC(=N4)[C@@H]4[C@H]3OC2=C([C@H]34)C=C(C=C2)OC2=C3CCC(NC3=NC=C2)=O)C1